(±)-trans-isopropyl 2-(3-((6-(5-(aminomethyl)-1-methyl-1H-1,2,3-triazol-4-yl)-2-methylpyridin-3-yl)oxy)cyclopentyl)acetate NCC1=C(N=NN1C)C1=CC=C(C(=N1)C)O[C@@H]1C[C@H](CC1)CC(=O)OC(C)C |r|